C(C)N(C(C(=O)C1=CNC2=CC=C(C=C12)OC)=O)CC(C)C N-ethyl-N-isobutyl-2-(5-methoxy-1H-indol-3-yl)-2-oxoacetamide